C(C)(C)N1OC(C2C1C(CC(C2)(CC=C(C)C)C)C)(C)C 1-Isopropyl-3,3,5,7-tetramethyl-5-(3-methylbut-2-en-1-yl)octahydrobenzo[c]isoxazol